ClC1=C(N=C(NC1=O)C1=CC=NC=C1)N1CC(OCC1)C1=CC=CC=C1 5-chloro-4-(2-phenylmorpholin-4-yl)-2-(4-pyridinyl)-1H-pyrimidin-6-one